C(C)OC(=O)C1CN(CCC1OC)C(=O)OC(C)(C)C 4-Methoxypiperidine-1,3-dicarboxylic acid 1-tert-butyl 3-ethyl ester